COC1=CC(=NC2=NC=CC=C12)CCCCCO[C@H]1CN(CC1)C(=O)OC(C)(C)C (R)-tert-butyl 3-((5-(4-methoxy-1,8-naphthyridin-2-yl)pentyl)oxy)pyrrolidine-1-carboxylate